tert-Butyl (S)-2-((2S,3S)-5-chloro-6-fluoro-3-hydroxy-2-phenyl-4-(4,4,5,5-tetramethyl-1,3,2-dioxaborolan-2-yl)-2,3-dihydrobenzofuran-2-yl)pyrrolidine-1-carboxylate ClC=1C(=CC2=C([C@@H]([C@](O2)(C2=CC=CC=C2)[C@H]2N(CCC2)C(=O)OC(C)(C)C)O)C1B1OC(C(O1)(C)C)(C)C)F